BrC=1C=C(C=O)C=CC1OC(F)(F)F 3-Bromo-4-(trifluoromethoxy)benzaldehyde